C1(=CC=C(C2=CC=CC=C12)CO)CO 1,4-Naphthalene-dimethanol